Methyl (S)-3-(4-(benzyloxy)phenyl)-2-(2-(1-(3-(4-bromophenyl)propanoyl)piperidin-4-yl)acetamido)propanoate C(C1=CC=CC=C1)OC1=CC=C(C=C1)C[C@@H](C(=O)OC)NC(CC1CCN(CC1)C(CCC1=CC=C(C=C1)Br)=O)=O